FC1(CN(CCC1CN1[C@H](CNCC1)C)C1=CC=C2C(=NN(C2=C1)C)C1C(NC(CC1)=O)=O)F 3-(6-(3,3-difluoro-4-(((S)-2-methylpiperazin-1-yl)methyl)piperidin-1-yl)-1-methyl-1H-indazol-3-yl)piperidine-2,6-dione